ClC=1C(=NC(=NC1)NC1CCOCC1)C1=CC=C2CN(C(C2=C1)=O)CC(=O)N[C@H](C)C1=NC(=CC=C1)C#N 2-(6-{5-chloro-2-[(oxan-4-yl)amino]pyrimidin-4-yl}-1-oxo-2,3-dihydro-1H-isoindol-2-yl)-N-[(1R)-1-(6-cyanopyridin-2-yl)ethyl]acetamide